5-{6-[2-(7-Chloro-5-fluoro-2,4-dimethyl-indol-1-yl)-ethylamino]-pyrimidin-4-yl}-3-ethoxy-thiophen ClC=1C=C(C(=C2C=C(N(C12)CCNC1=CC(=NC=N1)C1=CC(=CS1)OCC)C)C)F